N[C@@H]1CC[C@H](CC1)OCC1(CC1)O 1-{[(trans-4-aminocyclohexyl)oxy]methyl}cyclopropane-1-ol